N-methylpyridine-2-carboxamide hydrate O.CNC(=O)C1=NC=CC=C1